1-[(4-{6,6-difluoro-3-azabicyclo[3.1.0]hex-3-yl}-2-fluorophenyl)methyl]-1H-imidazole-4-carboxylic acid ethyl ester C(C)OC(=O)C=1N=CN(C1)CC1=C(C=C(C=C1)N1CC2C(C2C1)(F)F)F